COC1(CC=C2C[C@@H]3[C@@H]4C=C[C@@H]([C@H]5[C@@]4(C2=C1O5)CCN3C)O)O 3-methoxymorphine